O[C@@H](C)[C@@H]1N(C[C@@H](N(C[C@@H](N(C[C@@H](N(C1)CC(=O)O)[C@H](C)O)CC(=O)O)[C@H](C)O)CC(=O)O)[C@H](C)O)CC(=O)O 2,2',2'',2'''-((2R,5R,8R,11R)-2,5,8,11-tetrakis((S)-1-hydroxyethyl)-1,4,7,10-tetraazacyclododecane-1,4,7,10-tetrayl)tetraacetic acid